4-[3-(9,9-dimethyl-9H-fluoren-2-yl)-phenyl]-2,6-diphenyl-pyridine CC1(C2=CC=CC=C2C=2C=CC(=CC12)C=1C=C(C=CC1)C1=CC(=NC(=C1)C1=CC=CC=C1)C1=CC=CC=C1)C